2-chloro-4-(cyclobutylamino)pyrimidine-5-carbonitrile ClC1=NC=C(C(=N1)NC1CCC1)C#N